C(CCCCCCC)OC(C)=O.NC1=C(C=CC(=C1)Br)C(C)=O 1-(2-amino-4-bromophenyl)ethan-1-one n-octyl-acetate